C1[C@H]2N(CCN1C=1C=CC=3N(C(C=C(N3)C=3C=C(C=4N(N3)C=C(N4)C)C)=O)C1)CCC2 7-[(8aS)-3,4,6,7,8,8a-hexahydro-1H-pyrrolo[1,2-a]pyrazin-2-yl]-2-(2,8-dimethylimidazo[1,2-b]pyridazin-6-yl)pyrido[1,2-a]pyrimidin-4-one